1-[(1R)-1-(4-chlorophenyl)ethyl]-2-(3-fluorophenoxy)-7-(3-hydroxypropyl)-4-methyl-1H,4H,5H,6H,7H,8H-imidazo[4,5-e][1,4]diazepine-5,8-dione ClC1=CC=C(C=C1)[C@@H](C)N1C(=NC=2N(C(CN(C(C21)=O)CCCO)=O)C)OC2=CC(=CC=C2)F